C1=CC=C(C(=C1)[C@@]2([C@@H]([C@H]([C@H]([C@H](O2)CO)O)O)O)O)[N+](=O)[O-] o-nitrophenyl-β-D-galactopyranose